C(CCCCCCCCCCCCC)(=O)O.C(CCCCCCCCCCCCCCC(C)C)(=O)OCC(O)CO glyceryl isostearate myristate